(S)-1-(3-chlorophenyl)-2,2-difluoroethyl (1-methyl-4-(6-methyl-5-(methylsulfonamido) pyridin-2-yl)-1H-1,2,3-triazol-5-yl)carbamate CN1N=NC(=C1NC(O[C@H](C(F)F)C1=CC(=CC=C1)Cl)=O)C1=NC(=C(C=C1)NS(=O)(=O)C)C